FC1=C(N)C=C(C=C1)C=1C=NC=2N(C1)C=C(N2)COC2=NC=CC=C2 2-fluoro-5-[2-(2-pyridyloxymethyl)imidazo[1,2-a]pyrimidin-6-yl]aniline